C(C)OC(=O)C1=NNC(=C1)N.CN1C2=CC=CC=C2C=2CCCCC12 N-methyl-tetrahydrocarbazole ethyl-5-amino-1h-pyrazole-3-carboxylate